Ethyl (2,4,6-trimethylbenzoyl)-phenylphosphinat CC1=C(C(=O)P(OCC)(=O)C2=CC=CC=C2)C(=CC(=C1)C)C